N-(4-((6S,7S)-7-cyclopropylmethyl-8-methyl-6,7,8,9-tetrahydro-3H-pyrazolo[3,4-H]isoquinolin-6-yl)-3,5-difluorophenyl)-1-(3-fluoropropyl)azetidin-3-amine C1(CC1)C[C@@H]1N(CC=2C3=C(C=CC2[C@H]1C1=C(C=C(C=C1F)NC1CN(C1)CCCF)F)NN=C3)C